(R)-(2-(benzofuran-3-yl)-1-(2-nitrobenzenesulfonamido)ethyl)boronic acid O1C=C(C2=C1C=CC=C2)C[C@H](NS(=O)(=O)C2=C(C=CC=C2)[N+](=O)[O-])B(O)O